hexyl isobutyrate (hexyl 2-methylpropionate) C(CCCCC)C(C(=O)O)(C)C.C(C(C)C)(=O)OCCCCCC